COC([C@@H](NC(C(F)(F)F)C1=CC(=C(C=C1)C1=C(C=C(C=C1)F)O)F)CC(C)C)=O (1-(2,4'-difluoro-2'-hydroxy-[1,1'-biphenyl]-4-yl)-2,2,2-trifluoroethyl)-L-leucine methyl ester